C1(CC1)C=1C=C(C(=NC1)C=1OC2=C(N1)C=C(C=C2)S(C(F)(F)F)(=O)=N)S(=O)(=O)CC [2-(5-cyclopropyl-3-ethylsulfonyl-2-pyridinyl)-1,3-benzoxazol-5-yl]-imino-oxo-(trifluoromethyl)-λ6-sulfane